6-oxa-2-thia-9-azaspiro[4.5]decane 2,2-dioxide C1S(CCC12OCCNC2)(=O)=O